4-bromo-N-[2-(4-methoxyphenyl)ethyl]pyridin-2-amine BrC1=CC(=NC=C1)NCCC1=CC=C(C=C1)OC